6-chloroisothiazolo[5,4-b]quinoline ClC=1C=C2C=C3C(=NC2=CC1)SN=C3